2-(3,4-dimethoxyphenyl)-9-ethyl-7-(1-ethylpiperidin-4-yl)-4H-pyrido[1,2-a]pyrimidin-4-one COC=1C=C(C=CC1OC)C=1N=C2N(C(C1)=O)C=C(C=C2CC)C2CCN(CC2)CC